C(CC)N1CCC(=CC1)OS(=O)(=O)C(F)(F)F.FC=1C(=C(C=C(C1)CC(C)C)N1CCC(CC1)OC=1N=NC=CC1)C=1N=NNN1 3-((1-(3-Fluoro-5-isobutyl-2-(2H-tetrazol-5-yl)phenyl)piperidin-4-yl)oxy)pyridazine 1-Propyl-1,2,3,6-tetrahydropyridin-4-yl-triflate